N-(2-((4-(1-(3-amino-3-oxopropyl)-1H-indol-3-yl)-5-cyanopyrimidin-2-yl)amino)-5-(4-ethylpiperazin-1-yl)phenyl)acrylamide NC(CCN1C=C(C2=CC=CC=C12)C1=NC(=NC=C1C#N)NC1=C(C=C(C=C1)N1CCN(CC1)CC)NC(C=C)=O)=O